dibromostatine BrN([C@@H](CC(C)C)[C@@H](O)CC(O)=O)Br